N(=C=O)C1=C(C=C(C#N)C=C1C(C)C)C(C)C 4-Isocyanato-3,5-diisopropylbenzonitrile